OC[C@H]1N(C[C@H](N(C1)C(=O)OC(C)(C)C)C)C(=O)OC(C)(C)C di-tert-butyl (2S,5R)-2-(hydroxymethyl)-5-methyl-piperazine-1,4-dicarboxylate